CN1C(C(=NC2=CC=CC=C12)C=1SC=CC1)=O 1-Methyl-3-(2-thienyl)-1,2-dihydroquinoxalin-2-one